CS1(C(=CC=C1)N1[SnH-]N(C(=C1C)C)C=1S(C=CC1)(C)C)C 1,3-bis(1,1-dimethylthienyl)-4,5-dimethyl-(4R,5R)-1,3,2-diazastannolide